C1(=CC=CC=C1)C[C@H](C)[N+]1=NOC(=C1)[N-]C(NC1=CC(=CC=C1)C(F)(F)F)=O (S)-(3-(1-phenylpropan-2-yl)-1,2,3-oxadiazol-3-ium-5-yl)((3-(trifluoromethyl)phenyl)carbamoyl)amide